COC(C1=C(C(=C(C=C1)C)C(N)=S)C1CC1)=O thiocarbamoyl-2-cyclopropyl-4-methylbenzoic acid methyl ester